FC1(CCC(CC1)N[C@@H]1[C@H](CCCC1)CC=1C=C2CN(C(C2=CC1)=O)[C@H]1C(NC(CC1)=O)=O)F (R)-3-(5-(((1R,2S)-2-((4,4-difluorocyclohexyl)amino)cyclohexyl)methyl)-1-oxoisoindolin-2-yl)piperidine-2,6-dione